2-((5-(2-((3R)-6-((3-(dimethylamino)-2-methyl-3-oxopropyl)(methyl)amino)-2-methylhexan-3-yl)-2,6-diazaspiro[3.4]oct-6-yl)-1,2,4-triazin-6-yl)oxy)-N-ethyl-5-fluoro-N-isopropylbenzamide CN(C(C(CN(CCC[C@H](C(C)C)N1CC2(C1)CN(CC2)C=2N=CN=NC2OC2=C(C(=O)N(C(C)C)CC)C=C(C=C2)F)C)C)=O)C